4-chloro-3-(2-chloro-4-phenoxybenzoyl)-1H-pyrrole ClC=1C(=CNC1)C(C1=C(C=C(C=C1)OC1=CC=CC=C1)Cl)=O